OB([C@H](C(C)C)NC(=O)[C@H]1N(CCC1)C([C@H](C(C)C)NC(=O)C1=CC=C(C(=O)NCC(=O)O)C=C1)=O)O N-(4-(((S)-1-((S)-2-(((R)-1-dihydroxyboryl-2-methylpropyl)carbamoyl)pyrrolidin-1-yl)-3-methyl-1-oxobutan-2-yl)carbamoyl)benzoyl)glycine